5-[(3S)-3-methyl-2,3,4,5-tetrahydropyridin-6-yl]-2-(1,5,5-trimethylpyrrolidin-3-yl)-1,3-benzothiazole C[C@@H]1CN=C(CC1)C=1C=CC2=C(N=C(S2)C2CN(C(C2)(C)C)C)C1